C(C)[N] ethylnitrogen